ClC=1C=C2CCC[C@]3(C2=CC1)CNC1=C(OC3)C=CC(=C1)C(=O)OC methyl (S)-6'-chloro-3',4,4',5-tetrahydro-2H,2'H-spiro[benzo[b][1,4]oxazepine-3,1'-naphthalene]-7-carboxylate